COC1=CC=C(C=C1)C1=NC2=CC=CC=C2C(=C1)C1=CC=CC=C1 2-(4-Methoxyphenyl)-4-phenylquinoline